3-(2,4-bis(trifluoromethyl)phenyl)-7-fluoro-1-(3-(6-(piperazin-1-yl)pyridazin-3-yl)prop-2-ynyl)-4,5-dihydro-1H-benzo[b]azepin-2(3H)-one FC(C1=C(C=CC(=C1)C(F)(F)F)C1CCC2=C(N(C1=O)CC#CC=1N=NC(=CC1)N1CCNCC1)C=CC(=C2)F)(F)F